C(CCCCCCCCCCCCCCCCCCCCC)N(C)C behenyl-dimethylamine